FC=1C(=C(C=CC1)NC(=O)[C@H]1C(N(C[C@@H]1C=1C=NN(C1C(F)(F)F)C)C)=O)OC (3S,4S)-N-(3-fluoro-2-methoxy-phenyl)-1-methyl-4-[1-methyl-5-(trifluoromethyl)pyrazol-4-yl]-2-oxo-pyrrolidine-3-carboxamide